ClC1=C(C=CC=C1)C1=CC=C(C=C1)C1CCC(CC1)CCC 2-chloro-4'-(4-propylcyclohexyl)-[1,1'-biphenyl]